ClC1=NC(=NC2=CC(=C(C=C12)[N+](=O)[O-])NC)C 4-chloro-N,2-dimethyl-6-nitroquinazolin-7-amine